CS(=O)(=O)CC(=O)NC1=CC=2N(C=C1)N=CC2C2=CC=CC(=N2)C2CN(CCC2)C(=O)OC(C)(C)C tert-butyl 3-(6-(5-(2-(methylsulfonyl)acetamido)pyrazolo[1,5-a]pyridin-3-yl)pyridin-2-yl)piperidine-1-carboxylate